C(C=C)OCC(C(=O)OCC(Cl)Cl)=C dichloroethyl α-allyloxymethylacrylate